2-(4-(chloromethyl)phenyl)-N-(2-hydroxyethyl)-N-methylacetamide ClCC1=CC=C(C=C1)CC(=O)N(C)CCO